1-(3-(4-((3-chloro-4-(pyridin-2-ylmethoxy)phenyl)amino)-7H-pyrrolo[2,3-d]pyrimidin-5-yl)pyrrolidin-1-yl)prop-2-en-1-one ClC=1C=C(C=CC1OCC1=NC=CC=C1)NC=1C2=C(N=CN1)NC=C2C2CN(CC2)C(C=C)=O